4-oxo-5H,6H,7H-pyrazolo[1,5-a]pyrazin-2-ylboronic acid O=C1C=2N(CCN1)N=C(C2)B(O)O